C[Si](O[Si](O[Si](O[Si](C)(C)C)(C=C)C=C)(C=C)C=C)(C)C hexamethyl-tetravinyl-tetrasiloxane